O=C1NC(CCC1N1C(C2=CC=CC(=C2C1)SCCCCC(=O)N1CCN(CC1)C1=CC=C(N=N1)C(=O)N1CCC(CC1)CCCCNC(\C=C\C=1C=NC=CC1)=O)=O)=O (E)-N-(4-(1-(6-(4-(5-((2-(2,6-dioxopiperidin-3-yl)-1-oxoisoindolin-4-yl)thio)pentanoyl)piperazin-1-yl)pyridazine-3-carbonyl)piperidin-4-yl)butyl)-3-(pyridin-3-yl)acrylamide